6-amino-5-(4-aminopiperazin-1-yl)-2,3-dihydro-1,4-benzodioxine NC1=C(C2=C(OCCO2)C=C1)N1CCN(CC1)N